FC1(CC(C1)N1CC=2C3=C(C(=NN3CC1)C1=NNC=C1)N=C(C2)N2[C@@H](COCC2)C)F (R)-4-(7-(3,3-difluorocyclobutyl)-2-(1H-pyrazol-3-yl)-6,7,8,9-tetrahydro-1,3,7,9a-tetraazabenzo[cd]azulene-4-yl)-3-methylmorpholine